4-(1-(2,6-Dioxopiperidin-3-yl)-3-methyl-2-oxo-2,3-dihydro-1H-benzo[d]imidazol-5-yl)but-3-yn-1-yl methanesulfonate CS(=O)(=O)OCCC#CC1=CC2=C(N(C(N2C)=O)C2C(NC(CC2)=O)=O)C=C1